C1(CC1)CN1C(O[C@@H](C1)C(=O)OC)=O methyl (S)-3-(cyclopropylmethyl)-2-oxooxazolidine-5-carboxylate